CC1=C(C2=C(N=N1)SC1=C2N=CN=C1NCC1=CC=C(C=C1)C1(CCC1)O)C 1-[4-[[(3,4-dimethylpyrimidino[4',5':4,5]thieno[2,3-c]pyridazin-8-yl)amino]methyl]phenyl]cyclobutanol